N1(CCOCC1)CCNC(=O)C1=CC2=C(NC=N2)C=C1 1H-benzoimidazole-5-carboxylic acid (2-morpholin-4-yl-ethyl)-amide